2-(aminomethyl)-1-(1,8-difluoroindeno[1,2-a]inden-4b(9H)-yl)-5-hydroxy-3-methyl-2,3-dihydro-1H-pyrido[2,1-f][1,2,4]triazine-4,6-dione NCC1N(N2C(C(N1C)=O)=C(C(C=C2)=O)O)C21C(=CC3=C(C=CC=C23)F)CC=2C(=CC=CC21)F